BrC1=CC2=C(NS(C2)(=O)=O)C=C1 5-bromo-1,3-dihydrobenzo[C]isothiazole 2,2-dioxide